T-butylimino-tris(pyrrolidino)phosphine C(C)(C)(C)N=P(N1CCCC1)(N1CCCC1)N1CCCC1